4-bromo-2-(methyl-d3)pyrimidine BrC1=NC(=NC=C1)C([2H])([2H])[2H]